6-but-3-enyl-4-[1-methyl-7-(morpholine-4-carbonyl)benzimidazol-5-yl]-1H-pyrrolo[2,3-c]pyridin-7-one C(CC=C)N1C(C2=C(C(=C1)C1=CC3=C(N(C=N3)C)C(=C1)C(=O)N1CCOCC1)C=CN2)=O